tert-butyl (1Z)-6-chloro-5-methoxy-1-{[(S)-2-methylpropane-2-sulfinyl]imino}-1,3-dihydrospiro[indene-2,4'-piperidine]-1'-carboxylate ClC1=C(C=C2CC3(CCN(CC3)C(=O)OC(C)(C)C)/C(/C2=C1)=N/[S@@](=O)C(C)(C)C)OC